C(CCCCCCCCCCCCCCCCC)OC=1C=C(C)C=C(C1OCCCCCCCCCCCCCCCCCC)OCCCCCCCCCCCCCCCCCC 3,4,5-Trioctadecyloxytoluene